N1(CCOCC1)C(=O)C1CC2(CC(C2)NC=O)C1 [6-(morpholine-4-carbonyl)spiro[3.3]hept-2-yl]formamide